C(C(C)C)C1=NOC(=C1)C(=O)NC(C(=O)O)\C=C\C(C)(C)C (E)-2-(3-isobutyl-5-isoxazolylcarbonylamino)-5,5-dimethyl-3-hexenoic acid